C(C)(C)C1=C(C=C(C=C1)C=1N=CC=2CCCCC2C1)OC 3-(4-isopropyl-3-methoxyphenyl)-5,6,7,8-tetrahydroisoquinoline